((4-(4-Aminopiperidin-1-yl)-5-trifluoromethylpyrimidin-2-yl)amino)benzamide NC1CCN(CC1)C1=NC(=NC=C1C(F)(F)F)NC1=C(C(=O)N)C=CC=C1